NC=1C(=NC=C(N1)Cl)SC=1C(=C(C(=O)OC)C=CC1)Cl methyl 3-((3-amino-5-chloropyrazin-2-yl) thio)-2-chlorobenzoate